3-chloro-2,4-difluoro-6-((4-fluoro-2-methylphenyl)amino)-N-(6-methoxy-2-methylpyridin-3-yl)benzamide ClC=1C(=C(C(=O)NC=2C(=NC(=CC2)OC)C)C(=CC1F)NC1=C(C=C(C=C1)F)C)F